CC1=CC=C(C=C1)S(=O)(=O)ON1C(=O)C2C3C=CC(C2C1=O)O3 N-(4-toluenesulfonyloxy)-7-oxabicyclo[2.2.1]hept-5-ene-2,3-dicarboximide